ClC1=CC=C2C(=C(NC2=C1Cl)C=1NC(=NN1)C(COC)=O)C=1C=NNC1 1-(5-(6,7-dichloro-3-(1H-pyrazol-4-yl)-1H-indol-2-yl)-4H-1,2,4-triazol-3-yl)-2-methoxyethan-1-one